[4-(4-bromobenzenesulfonyl)-1-piperazinyl]Benzothiazole-6-carboxylic acid ethyl ester C(C)OC(=O)C1=CC2=C(N=C(S2)N2CCN(CC2)S(=O)(=O)C2=CC=C(C=C2)Br)C=C1